ClC=1C=C2C(=CN=C(C2=CN1)N1CC2(CCO2)C1)C(C)C 6-(6-chloro-4-isopropyl-2,7-naphthyridin-1-yl)-1-oxa-6-azaspiro[3.3]heptane